3-iodo-6-{[6-(trifluoromethyl)pyridin-3-yl]methoxy}pyridazine IC=1N=NC(=CC1)OCC=1C=NC(=CC1)C(F)(F)F